3-hydroxy-2,4-dichlorobenzoic acid ethyl ester C(C)OC(C1=C(C(=C(C=C1)Cl)O)Cl)=O